C(C)(C)(C)OC(=O)NC1=CC=C(C=C1)CC1=CC=C(C=C1)NC(=O)OC(C)(C)C bis[4-(tert-butoxycarbonylamino)phenyl]methane